(3-(2-isopropylphenyl)-4-(7-azaspiro[3.5]nonan-2-yl)piperazin-1-yl)methyl-N,N-dimethylaniline C(C)(C)C1=C(C=CC=C1)C1CN(CCN1C1CC2(C1)CCNCC2)CC2=C(N(C)C)C=CC=C2